N-(1,1-dimethylsilepan-4-yl)-6-methoxy-1H-pyrrolo[2,3-b]pyridine-2-carboxamide C[Si]1(CCC(CCC1)NC(=O)C1=CC=2C(=NC(=CC2)OC)N1)C